4-bromo-2-(p-chlorophenyl)-5-(trifluoromethyl)-pyrrole-3-nitrile BrC=1C(=C(NC1C(F)(F)F)C1=CC=C(C=C1)Cl)C#N